methoxyrhodium (I) CO[Rh]